4-fluoro-3-(2-hydroxybutoxy)-6-(2-hydroxypropan-2-yl)-2,3-dihydro-1H-isoindol-1-one FC1=C2C(NC(C2=CC(=C1)C(C)(C)O)=O)OCC(CC)O